5-((5-Cyclopropylnaphthalen-1-yl)carbamoyl)-2-fluorobenzoic acid C1(CC1)C1=C2C=CC=C(C2=CC=C1)NC(=O)C=1C=CC(=C(C(=O)O)C1)F